COCCOCCNC(=O)C1C(C2=CC=C(C=C2C1=O)S(=O)(=O)C=1C=C2C(C(C(C2=CC1)=O)C(NCCOCCOC)=O)=O)=O N-[2-(2-methoxyethoxy)ethyl]-5-[(2-{[2-(2-methoxyethoxy)ethyl]carbamoyl}-1,3-dioxo-2,3-dihydro-1H-inden-5-yl)sulfonyl]-1,3-dioxo-2,3-dihydro-1H-indene-2-carboxamide